(Z)-N-(3-(2-isopropylphenyl)-4-keto-6-phenyl-3,4-dihydro-2H-1,3-thiazin-2-ylidene)-4-methoxybenzamide C(C)(C)C1=C(C=CC=C1)N1/C(/SC(=CC1=O)C1=CC=CC=C1)=N/C(C1=CC=C(C=C1)OC)=O